NC1=C(C=2C(=NC=C(C2S1)F)C=1C2=C(C=3C=NC(=NC3C1F)OCC1(CC1)CN1CCC1)COC2)C#N 2-Amino-4-(3-((1-(azetidin-1-ylmethyl)cyclopropyl)methoxy)-5-fluoro-7,9-dihydrofuro[3,4-f]quinazolin-6-yl)-7-fluorothieno[3,2-c]pyridine-3-carbonitrile